2-((4-fluorophenyl)thio)acetamide FC1=CC=C(C=C1)SCC(=O)N